FC1=CC=C(C=C1)[C@H]1[C@@H](C1)NCCC[C@@H](C(N1C[C@H](N([C@H](C1)C)C)C)=O)NC(C1=CC=C(C=C1)N1N=NC=C1)=O N-[(2S)-5-[[(1R,2S)-2-(4-Fluorophenyl)cyclopropyl]amino]-1-oxo-1-[(3R,5S)-3,4,5-trimethylpiperazin-1-yl]pentan-2-yl]-4-(1H-1,2,3-triazol-1-yl)benzamide